decaethyleneundecamine NCCNCCNCCNCCNCCNCCNCCNCCNCCNCCN